(S)-9-(2-Fluoro-2-phenylethyl)-2-((R)-3-methylmorpholin-4-yl)-8-trifluoromethyl-6,7,8,9-tetrahydro-pyrimido[1,2-a]-pyrimidin-4-one FC(CN1[C@@H](CCN2C1=NC(=CC2=O)N2[C@@H](COCC2)C)C(F)(F)F)C2=CC=CC=C2